N1(C(CCC1)=O)C(=O)[O-] pyrrolidonate